N-(Diphenylmethylene)glycine tert-butyl ester C(C)(C)(C)OC(CN=C(C1=CC=CC=C1)C1=CC=CC=C1)=O